C1(=CC=CC=C1)C#CC(=O)C1=CC=C(C=C1)Br 3-phenyl-1-(p-bromophenyl)prop-2-yn-1-one